C(#N)C=1C=CC(=NC1)N1CCN(CC1)C1=CC=C(C=C1)NC(C1=C(C=C(C=C1)OC)F)=O N-[4-[4-(5-Cyano-2-pyridyl)piperazin-1-yl]phenyl]-2-fluoro-4-methoxybenzamid